2-Cyclopentyl-N-(4'-fluoro-5-morpholin-4-yl-3-trifluoromethyl-biphenyl-2-yl)-acetamide C1(CCCC1)CC(=O)NC1=C(C=C(C=C1C(F)(F)F)N1CCOCC1)C1=CC=C(C=C1)F